diphenyl phosphoroazidate P(OC1=CC=CC=C1)(OC1=CC=CC=C1)(=O)N=[N+]=[N-]